NCCCCCCOC12CC3(CC(CC(C1)C3)C2)OCCCCCCN 1,3-bis(6-aminohexyloxy)adamantane